BrCC1=CC2=CN(C=C2C=C1)C1C(NC(CC1)=O)=O 5-(bromomethyl)-2-(2,6-dioxopiperidin-3-yl)isoindole